FC1=CC=C(C=C1)C=1C=NN(C1C1=CC=CC=C1)C1=CC=CC=C1 4-(4-fluorophenyl)-1,5-diphenyl-1H-pyrazole